C1(CCCCC1)C=1NC(=CN1)C1=C(C=CC=C1OC)OC 2-cyclohexyl-5-(2,6-dimethoxyphenyl)-1H-imidazole